2-[1-(2-{5-[(3S)-oxolan-3-yloxy]-1H-indazol-3-yl}pyrimidin-4-yl)-1H-pyrazole-4-yl]ethanol O1C[C@H](CC1)OC=1C=C2C(=NNC2=CC1)C1=NC=CC(=N1)N1N=CC(=C1)CCO